Trimagnesium dicitrat C(CC(O)(C(=O)[O-])CC(=O)[O-])(=O)[O-].C(CC(O)(C(=O)[O-])CC(=O)[O-])(=O)[O-].[Mg+2].[Mg+2].[Mg+2]